CC1=NC2=C(C(=CC=C2C=C1)C(NC1=CC=CC=C1)C1=CC=CC=C1)O 2-methyl-7-[phenyl-(phenylamino)methyl]-8-hydroxyquinoline